ClC1=CC(=C(C=C1)C1OC2=C(C=CC=C2C(=C1)F)C1CCN(CC1)CC1=NC=2C(=NC(=CC2)C(=O)O)N1C[C@H]1OCC1)F 2-((4-(2-(4-chloro-2-fluorophenyl)-4-fluoro-2H-chromen-8-yl)piperidin-1-yl)methyl)-3-(((S)-oxetan-2-yl)methyl)-3H-imidazolo[4,5-b]pyridine-5-carboxylic acid